methyl (E,4R)-4-(tert-butoxycarbonylamino)pent-2-enoate C(C)(C)(C)OC(=O)N[C@@H](/C=C/C(=O)OC)C